C1(CC1)N1N=NC(=C1)COC1=CC=CC(=N1)C1=CC(=C(C=C1F)CC=1N(C2=C(N1)C=CC(=C2)C(=O)OC)C[C@H]2OCC2)F Methyl 2-[[4-[6-[(1-cyclopropyltriazol-4-yl)methoxy]-2-pyridyl]-2,5-difluoro-phenyl]methyl]-3-[[(2S)-oxetan-2-yl]methyl]benzimidazole-5-carboxylate